C(C)OC1=CC=C(C=C1)C=1SC=C(N1)C(=O)OCC=C Allyl 2-(4-ethoxyphenyl)thiazole-4-carboxylate